[Bi].[Sn] Tin bismuth